ClC=1C(=NC(=NC1)NC1=C(C=C(C(=O)NC2=CC=C(C=C2)C(F)(F)F)C=C1)OC)C=1C=NN(C1)C(C)C 4-((5-chloro-4-(1-isopropyl-1H-pyrazol-4-yl)pyrimidin-2-yl)amino)-3-methoxy-N-(4-(trifluoromethyl)phenyl)benzamide